C(C)(C)N1CCC(CC1)N1C(C2=C3C(C=CC3=C3C(C=C2)=CC=NN3)=N1)=O 4-(1-isopropylpiperidin-4-yl)-4,11-dihydro-5H-3,4,10,11-tetraazadibenzo[cd,h]azulen-5-one